3,3'-oxybis(6-aminophenol) O(C=1C=C(C(=CC1)N)O)C=1C=C(C(=CC1)N)O